3-[6-(2-isopropylsulfanyl-pyridin-3-yl)-chroman-2-yl]-propionic acid ethyl ester C(C)OC(CCC1OC2=CC=C(C=C2CC1)C=1C(=NC=CC1)SC(C)C)=O